nickel-cobalt boron hydroxide B(O)(O)O.[Co].[Ni]